C(CCCCCCCC)NC(=O)NCCCCCCCCCCCC N-nonyl-N'-dodecylurea